NC1=C2N=CN(C2=NC(=N1)F)CC=1C=C(C=CC1)CCO 2-(3-((6-amino-2-fluoro-9H-purin-9-yl)methyl)phenyl)ethan-1-ol